1-cyclohexyl-1-propyl acetate C(C)(=O)OC(CC)C1CCCCC1